FC=1C=C(C=NC1)C=1C=NN(C1)C=1C=C(C(=O)NC2=NC=CC(=C2)C(F)(F)F)C=CC1C 3-[4-(5-Fluoropyridin-3-yl)-1H-pyrazol-1-yl]-4-methyl-N-[4-(trifluoromethyl)pyridin-2-yl]benzamide